FC[C@H](CN(CC[C@@H](C(=O)O)NC(=O)C1(CC1)C1=CC=CC=C1)CCCCC1=NC=2NCCCC2C=C1)OC (S)-4-(((S)-3-fluoro-2-methoxypropyl)(4-(5,6,7,8-tetrahydro-1,8-naphthyridin-2-yl)butyl)amino)-2-(1-phenylcyclopropane-1-carboxamido)butanoic acid